ClC1=C(C2=C(NC(O[C@@]23CN(CCC3)C(=O)C3=CN=C(N3)C(CC)C3=CC=C(C=C3)F)=O)C=C1)F (3'R)-6-chloro-5-fluoro-1'-(2-(1-(4-fluorophenyl)propyl)-1H-imidazole-5-carbonyl)spiro[benzo[d][1,3]oxazin-4,3'-piperidin]-2(1H)-one